1,4-bis(3,4-dihydroxyphenyl)-2,3-dimethylbutane OC=1C=C(C=CC1O)CC(C(CC1=CC(=C(C=C1)O)O)C)C